[1,3]thiazolo[5,4-d][1,3]thiazol-2-amine trifluoroacetate FC(C(=O)O)(F)F.S1C(=NC2=C1N=CS2)N